NC1=NC=C(C(=C1)C=1C=C2CCN(CC2=CC1)C(=O)OC(C)(C)C)OC1=C(C(=CC=C1)Cl)C(=O)OC tert-butyl 6-(2-amino-5-(3-chloro-2-(methoxycarbonyl)phenoxy)pyridin-4-yl)-3,4-dihydroisoquinoline-2(1H)-carboxylate